ClC1=C(C=C(C=C1)C1=CC=C(O1)\C=C/1\C(=NN(C1=O)C=1C=C(C(=O)OCC)C=CC1)C)C(=O)N1CCN(CC1)C (Z)-Ethyl 3-(4-((5-(4-chloro-3-(4-methylpiperazine-1-carbonyl)phenyl)furan-2-yl)methylene)-3-methyl-5-oxo-4,5-dihydro-1H-pyrazol-1-yl)benzoate